6-(2,8-Dimethylimidazo[1,2-a]pyridin-6-yl)-N-methyl-N-(2,2,6,6-tetramethylpiperidin-4-yl)[1,3]thiazolo[4,5-c]pyridin-2-amin CC=1N=C2N(C=C(C=C2C)C2=CC3=C(C=N2)N=C(S3)N(C3CC(NC(C3)(C)C)(C)C)C)C1